C(C)(C)C=1C(=NNC1C=1C=C(C=2N(C1)N=CN2)C)C2=CN=C(S2)C2CCN(CC2)C 5-(4-isopropyl-5-(8-methyl-[1,2,4]triazolo[1,5-a]pyridin-6-yl)-1H-pyrazol-3-yl)-2-(1-methylpiperidin-4-yl)thiazole